FC1=C(C=CC=C1C(F)(F)F)C(C)NC1=NC(=NC2=C3C(=C(C=C12)N1C[C@@H](OCC1)COC)CCC3)C N-(1-(2-fluoro-3-(trifluoromethyl)phenyl)ethyl)-6-((R)-2-(methoxymethyl)morpholino)-2-methyl-8,9-dihydro-7H-cyclopenta[h]quinazolin-4-amine